C1(=CC=C(C=C1)NC(CC1=CC=C(OC(C(=O)O)(C)C)C=C1)=O)C1=CC=CC=C1 2-(4-(2-([1,1'-biphenyl]-4-ylamino)-2-oxoethyl)phenoxy)-2-methylpropanoic acid